ethyl-(hydroxybenzyl)dipropoxysilane C(C)[Si](OCCC)(OCCC)C(C1=CC=CC=C1)O